N1(CCCC2=CC=CC=C12)S(=O)(=O)C=1C=C(C(=O)NC2=NC=NC=C2)C=CC1 3-((3,4-dihydroquinolin-1(2H)-yl)sulfonyl)-N-(pyrimidin-4-yl)benzamide